6-chloro-9-[(2-fluoro-4-nitro-phenyl)methyl]Purine-2-amine ClC1=C2N=CN(C2=NC(=N1)N)CC1=C(C=C(C=C1)[N+](=O)[O-])F